tert-Butyl (2R,4R)-2-(((S)-1-((imidazo[1,2-a]pyridin-6-ylmethyl)amino)-1-oxopropan-2-yl)carbamoyl)-4-phenylpyrrolidine-1-carboxylate N=1C=CN2C1C=CC(=C2)CNC([C@H](C)NC(=O)[C@@H]2N(C[C@H](C2)C2=CC=CC=C2)C(=O)OC(C)(C)C)=O